2-{5-Chloro-2-oxo-1H,4H-pyrido[3,4-d]pyrimidin-3-yl}-N-[(1S)-1-(2,4-difluorophenyl)ethyl]acetamide ClC1=CN=CC=2NC(N(CC21)CC(=O)N[C@@H](C)C2=C(C=C(C=C2)F)F)=O